7-((2,3-Difluorobenzyl)amino)-11,11a-dihydro-1H-pyrazino[1',2':3,4]imidazo[1,2-c]pyrimidine-3,9(2H,4H)-dione FC1=C(CNC=2C=C3N(C(N2)=O)CC2N3CC(NC2)=O)C=CC=C1F